CCCCC1=NC(=C(N1CC2=CC3=C(C=C2)OC(=C3Br)C4=CC=CC=C4C5=NN=N[N-]5)C(=O)[O-])Cl The molecule is a monocarboxylic acid anion obtained from the deprotonation of the carboxy group and tetrazole NH group of zolasartan. Major microspecies at pH 7.3. It is a conjugate base of a zolasartan.